2-((2-(2,6-dioxopiperidin-3-yl)-1-oxoisoindolin-4-yl)thio)-N-(4-fluoro-3-((3aR,4R,9bR)-4-(hydroxymethyl)-1-tosyl-2,3,3a,4,5,9b-hexahydro-1H-pyrrolo[3,2-c]quinolin-8-yl)phenyl)acetamide O=C1NC(CCC1N1C(C2=CC=CC(=C2C1)SCC(=O)NC1=CC(=C(C=C1)F)C1=CC=2[C@H]3[C@@H]([C@@H](NC2C=C1)CO)CCN3S(=O)(=O)C3=CC=C(C)C=C3)=O)=O